3-(2,2-Dimethyl-2,3-dihydroimidazo[2,1-b]oxazol-6-yl)-N-methyl-4-((5-(trifluoromethyl)Pyridin-2-yl)amino)benzenesulfonamide CC1(CN2C(O1)=NC(=C2)C=2C=C(C=CC2NC2=NC=C(C=C2)C(F)(F)F)S(=O)(=O)NC)C